COC1=NC(=CC=C1NC(=O)C=1C(=NOC1C)C1=CC=CC=C1)C=1C=C2C(=NC1)NC(C2)=O N-(2-Methoxy-6-(2-oxo-2,3-dihydro-1H-pyrrolo[2,3-b]pyridin-5-yl)pyridin-3-yl)-5-methyl-3-phenylisoxazole-4-carboxamide